N[C@H](CCC(=O)N)C1=CC(=CC=C1)C(F)(F)F |r| (±)-4-amino-4-(3-(trifluoromethyl)phenyl)butanamide